[2H]C(CC(C(=O)O)(C)C)(N1[C@@H]2[C@H](CC1)NCC2(F)F)[2H] 4,4-Dideutero-4-((cis)-6,6-difluorohexahydropyrrolo[3,2-b]pyrrol-1(2H)-yl)-2,2-dimethylbutanoic acid